FC(C1=NN=C(O1)C1=CC(NN=C1)=O)F 5-(5-(difluoromethyl)-1,3,4-oxadiazol-2-yl)pyridazin-3(2H)-On